1-chloro-4-(3,3,3-trifluoroprop-1-en-2-yl)benzene ClC1=CC=C(C=C1)C(=C)C(F)(F)F